(di-t-butyl-4-hydroxybenzyl)-benzene C(C)(C)(C)C(C1=CC=C(C=C1)O)(C(C)(C)C)C1=CC=CC=C1